ClC=1C=C(C=CC1F)N(C(=O)[C@H]1N(C[C@H](C1)C(=O)NC1=NN(C(=C1)C)C)C1=NC(=CC(=C1)C(F)(F)F)C)C (2S,4S)-N2-(3-chloro-4-fluorophenyl)-N4-(1,5-dimethyl-1H-pyrazol-3-yl)-N2-methyl-1-(6-methyl-4-(trifluoromethyl)pyridin-2-yl)pyrrolidine-2,4-dicarboxamide